monolithium terephthalate salt C(C1=CC=C(C(=O)O)C=C1)(=O)[O-].[Li+]